lithium dodecafluorohexyl-sulfonate lithium [Li+].FC(C(C(C(C(F)(F)S(=O)(=O)[O-])(F)F)(F)F)(F)F)C(F)(F)F.[Li+].FC(C(C(C(C(F)(F)S(=O)(=O)[O-])(F)F)(F)F)(F)F)C(F)(F)F